Cl.N1CC(CCC1)COC1CCN(CC1)C(C)=O (4-(piperidin-3-ylmethoxy)piperidin-1-yl)ethan-1-one hydrochloride salt